2-methyl-5-((2R,4S)-2-((((R)-1-(naphthalen-1-yl)ethyl)amino)methyl)chroman-4-yl)benzoic acid hydrochloride salt Cl.CC1=C(C(=O)O)C=C(C=C1)[C@@H]1C[C@@H](OC2=CC=CC=C12)CN[C@H](C)C1=CC=CC2=CC=CC=C12